ClC=1C=C(C=C(C1OC=1C=C2C(=CNC2=CC1)C(C)C1=CC=CC=C1)Cl)N1N=C(C(NC1=O)=O)C#N 2-(3,5-dichloro-4-[[3-(1-phenylethyl)-1H-indol-5-yl]oxy]phenyl)-3,5-dioxo-4H-1,2,4-triazine-6-carbonitrile